5-(5-(3,5-dichloro-4-fluorophenyl)-5-(trifluoromethyl)-4,5-dihydroisoxazol-3-yl)-3-methyl-N-(2-(methylthio)ethyl)-5,6-dihydro-4H-thieno[2,3-c]pyrrole-2-carboxamide ClC=1C=C(C=C(C1F)Cl)C1(CC(=NO1)N1CC2=C(C1)C(=C(S2)C(=O)NCCSC)C)C(F)(F)F